CN1[C@@H]([C@H](CC1=O)C(=O)NCCCN1CCC2(CCN(CC2)C(=O)OC(C)(C)C)CC1)C=1C=NC=CC1 tert-Butyl 9-(3-((2S,3S)-1-methyl-5-oxo-2-(pyridin-3-yl)pyrrolidine-3-carboxamido) propyl)-3,9-diazaspiro[5.5]undecane-3-carboxylate